FC1=C(C(=O)N2C=C(C=C2)C(=O)C=2C=NC=C(C2)F)C=CC=C1 (1-(2-fluorobenzoyl)-1H-pyrrol-3-yl)(5-fluoropyridin-3-yl)methanone